SC(C)(C)C1C(CC(CC1)C)=O 2-(2-Mercaptopropan-2-yl)-5-methylcyclohexan-1-one